N-(3-chloro-5-(methylsulfonamido)phenyl)-1-(3-(2-hydroxy-2-methylpropoxy)pyridin-2-yl)-1H-pyrazole-4-carboxamide ClC=1C=C(C=C(C1)NS(=O)(=O)C)NC(=O)C=1C=NN(C1)C1=NC=CC=C1OCC(C)(C)O